2-(4-(1,1,1,3,3,3-hexafluoro-2-hydroxypropan-2-yl)phenyl)thiazole-5-carbaldehyde FC(C(C(F)(F)F)(O)C1=CC=C(C=C1)C=1SC(=CN1)C=O)(F)F